CC1(OB(OC1(C)C)C=1C=C(C=CC1)CC(=O)OCC)C ethyl 2-[3-(4,4,5,5-tetramethyl-1,3,2-dioxaborolan-2-yl)phenyl]acetate